Tris(methacryloxyethylene) phosphate P(=O)(O)(O)O.C(C(=C)C)(=O)OC=C.C(C(=C)C)(=O)OC=C.C(C(=C)C)(=O)OC=C